N,N-diethyl-nicotinamide C(C)N(C(C1=CN=CC=C1)=O)CC